1-[2-(Trifluoromethyl)pyridin-4-yl]spiro[2.3]hexane-5-carboxylic acid methyl ester COC(=O)C1CC2(CC2C2=CC(=NC=C2)C(F)(F)F)C1